5-amino-3-bromo-1-cyclopentyl-pyrazole-4-carboxylic acid NC1=C(C(=NN1C1CCCC1)Br)C(=O)O